FC=1C=C(C=CC1O)B(O)O (3-fluoro-4-hydroxy-phenyl)boronic acid